BrCC1=C(C=CC=C1F)F 2-bromomethyl-1,3-difluorobenzene